((3R)-4-amino-3-methyl-1,3-dihydrofuro[3,4-c]quinolin-8-yl)(4-(4-chlorophenyl)-2-cyclopropylpyrrolidin-1-yl)methanone NC1=NC=2C=CC(=CC2C2=C1[C@H](OC2)C)C(=O)N2C(CC(C2)C2=CC=C(C=C2)Cl)C2CC2